6-(Benzyloxy)-8-chloro-4-hydroxy-1,5-naphthyridine-3-carboxylic acid ethyl ester C(C)OC(=O)C=1C=NC2=C(C=C(N=C2C1O)OCC1=CC=CC=C1)Cl